NC1=NC=C(C=C1C1=C(C=C(C=C1)NC(=O)C=1C(C(=C2N(CCNC2=O)C1)C1=CC=C(C=C1)F)=O)F)C=1C=NN(C1)C1CCNCC1 N-(4-(2-amino-5-(1-(piperidin-4-yl)-1H-pyrazol-4-yl)pyridin-3-yl)-3-fluorophenyl)-9-(4-fluorophenyl)-1,8-dioxo-1,3,4,8-tetrahydro-2H-pyrido[1,2-a]pyrazine-7-carboxamide